tert-butyl (R)-3-((S)-1-((S)-4-benzyl-2-oxooxazolidin-3-yl)-3-(3-(benzyloxy)phenyl)-1-oxopropan-2-yl)pyrrolidine-1-carboxylate C(C1=CC=CC=C1)[C@@H]1N(C(OC1)=O)C([C@@H](CC1=CC(=CC=C1)OCC1=CC=CC=C1)[C@@H]1CN(CC1)C(=O)OC(C)(C)C)=O